C=1(C(=CC=CC1)C(C(=O)O)C(=O)O)C1=CC=CC=C1 biphenylmethanedicarboxylic acid